1-(5-t-butylisoxazol-3-yl)-4-ethoxy-5-hydroxy-3-methyl-imidazolin-2-one C(C)(C)(C)C1=CC(=NO1)N1C(N(C(C1O)OCC)C)=O